4-amino-3,5-dinitro-pyrazole NC=1C(=NNC1[N+](=O)[O-])[N+](=O)[O-]